2-(2-chlorophenoxy)-N-(1-(pyrrolidin-1-ylmethyl)cyclopropyl)propanamide ClC1=C(OC(C(=O)NC2(CC2)CN2CCCC2)C)C=CC=C1